[I].N1C=C(C2=CC=CC=C12)CCCC(=O)O 3-indolebutyric acid iodine